isononyl 4,5-epoxyphthalate C(C=1C(C(=O)[O-])=CC2=C(C1)O2)(=O)OCCCCCCC(C)C